(6-bromo-8-fluoro-7-(2-hydroxypropan-2-yl)imidazo[1,2-a]pyridin-2-yl)piperidine-1-carboxylic acid tert-butyl ester C(C)(C)(C)OC(=O)N1C(CCCC1)C=1N=C2N(C=C(C(=C2F)C(C)(C)O)Br)C1